C1(=CC=CC=C1)NC1=CC=C2C=3C=CC=CC3N3C2=C1C1=CC=CC=C13 N-phenylindolo[3,2,1-jk]carbazol-3-amine